ClC=1C=CC2=C(N=C(O2)N2CC3C(C3C2)NC(=O)C=2OC(=CC2)C(F)(F)F)C1 N-[3-(5-chloro-1,3-benzoxazol-2-yl)-3-azabicyclo[3.1.0]hexan-6-yl]-5-(trifluoromethyl)furan-2-carboxamide